N-acetylmuramyl-alanyl-d-glutamic acid C(C)(=O)N([C@@H](C)C(=O)N[C@H](CCC(=O)O)C(=O)O)C1[C@H](N)[C@@H](O[C@@H](C(=O)O)C)[C@H](O)[C@H](O1)CO